FC=1C(NC(N(C1)[C@@H]1O[C@]([C@H](C1)O)(C(F)(F)F)CO)=O)=O 5-fluoro-1-((2R,4S,5R)-4-hydroxy-5-(hydroxymethyl)-5-(trifluoromethyl)tetrahydrofuran-2-yl)pyrimidine-2,4(1H,3H)-dione